ClC=1C=C(C(=NC1)N1C([C@H](N(C(C1)=O)CC1=CC=C(C=C1)F)C12CC(C1)(C2)C(=O)N)=O)F (R)-3-(4-(5-chloro-3-fluoropyridin-2-yl)-3,6-dioxo-1-(4-fluorobenzyl)piperazin-2-yl)bicyclo[1.1.1]pentane-1-carboxamide